BrC=1C=CC(=C(C1)CC=O)SC 2-(5-bromo-2-(methylthio)phenyl)acetaldehyde